C(C)N1CCC(CC1)=O Ethyl-4-piperidone